FC(CN1C(=NC=2C1=NC(=CC2)C2=CNC=1N=C(N=CC12)NC1CCC(CC1)NC(C)=O)C)F N-((1r,4r)-4-((5-(3-(2,2-difluoroethyl)-2-methyl-3H-imidazo[4,5-b]pyridin-5-yl)-7H-pyrrolo[2,3-d]pyrimidin-2-yl)amino)cyclohexyl)acetamide